N1=C(C=CC=C1C1=C(C=CC=C1)C=1C(=C(C=C(C1)C)C1=C(C2=C(S1)C(CCC2(C)C)(C)C)C)O)C2=C(C=CC=C2)C=2C(=C(C=C(C2)C)C2=C(C1=C(S2)C(CCC1(C)C)(C)C)C)O 2',2'''-(pyridine-2,6-diyl)bis(5-methyl-3-(3,4,4,7,7-pentamethyl-4,5,6,7-tetrahydrobenzo[b]thiophen-2-yl)-[1,1'-biphenyl]-2-ol)